4-nitrophenyl-(1-(4-fluoro-3-methoxyphenyl)ethyl) carbamate C(N)(OC(CC1=CC=C(C=C1)[N+](=O)[O-])C1=CC(=C(C=C1)F)OC)=O